OC(=O)C(F)(F)F.C(C1=CC=CC=C1)N(CCN1C2CC(CC1CC2)C=2C=C(C(=O)N)C=CC2)C([C@H]([C@@H](C)O)O)=O 3-endo-(8-{2-[benzyl-((R)-3-hydroxy-2-(S)-hydroxybutyryl)amino]-ethyl}-8-azabicyclo[3.2.1]oct-3-yl)-benzamide TFA salt